dimethylketoxime acetate C(C)(=O)O.CC(=NO)C